C(C)OC1=C(C=CC=C1)NC(C1=CC=C(C=C1)OC(C(=O)NC1=CC(=CC=C1)Cl)C)=O N-(2-ethoxyphenyl)-4-((1-((3-chlorophenyl)amino)-1-oxopropan-2-yl)oxy)benzamide